C(C)O[Si](CCC(F)(F)F)(OCC)OCC triethoxytrifluoropropyl-silane